(R)-2-methyl-N-((1R)-3-methyl-8-aza-spiro[4.5]decan-1-yl)propane-2-sulfinamide CC(C)(C)[S@@](=O)N[C@@H]1CC(CC12CCNCC2)C